FC(C=1N=C(C2=C(N1)C=CC=N2)NC=2C(=C(C=CC2)C2=C(C(=CC=C2)NC(=O)C2=NN1C([C@H](CCC1)N1CCC(CC1)O)=C2)C)C)F (S)-N-(3'-((2-(difluoromethyl)pyrido[3,2-d]pyrimidin-4-yl)amino)-2,2'-dimethyl-[1,1'-biphenyl]-3-yl)-4-(4-hydroxypiperidin-1-yl)-4,5,6,7-tetrahydropyrazolo[1,5-a]pyridine-2-carboxamide